5-cyclobutyl-1H-pyrazole-3-carboxylic acid ethyl ester C(C)OC(=O)C1=NNC(=C1)C1CCC1